6-(Difluoromethyl)-3-(4-(5-(3-methyl-1H-pyrazol-4-yl)-3,6-dihydropyridin-1(2H)-yl)pyrimidin-2-yl)imidazo[1,2-a]pyrazine FC(C=1N=CC=2N(C1)C(=CN2)C2=NC=CC(=N2)N2CCC=C(C2)C=2C(=NNC2)C)F